OC[C@@H]1N(C[C@@H]([C@H]([C@@H]1O)O)O)C[C@@H]1CN(CCC1)C1=NC=CC=C1C(F)(F)F (2S,3R,4R,5S)-2-(hydroxymethyl)-1-(((R)-1-(3-(trifluoromethyl)pyridin-2-yl)piperidin-3-yl)methyl)piperidine-3,4,5-triol